CC1(CC(=CC=C1)C)B(O)O 1,3-dimethylbenzeneboronic acid